BrC1=CC=C2C(CC(OC2=C1)(C)C)O 7-bromo-2,2-dimethylchroman-4-ol